4-(1-(3-acrylamidophenyl)-3-amino-1H-pyrazol-4-yl)-2-(trifluoromethoxy)benzamide methyl-2-((tert-butoxycarbonyl)amino)-6-(2-chloro-4-methylphenyl)-1H-benzo[d]imidazole-4-carboxylate COC(=O)C1=CC(=CC=2NC(=NC21)NC(=O)OC(C)(C)C)C2=C(C=C(C=C2)C)Cl.C(C=C)(=O)NC=2C=C(C=CC2)N2N=C(C(=C2)C2=CC(=C(C(=O)N)C=C2)OC(F)(F)F)N